C(C)(C)(C)OC(NCC=1C=C(C2=C(N(C=N2)C)C1C#N)C1=C(C=C(C=C1)OC(F)(F)F)F)=O ((7-cyano-4-(2-fluoro-4-(trifluoromethoxy)phenyl)-1-methyl-1H-benzo[d]imidazol-6-yl)methyl)carbamic acid tert-butyl ester